C(C)C1(COC1)CCC(CCCC)CC 3-ethyl-3-(2-ethylhexyl-methyl)oxetane